(S)-3-(1-(4-Amino-3-(5-hydroxypyridin-3-yl)-1H-pyrazolo[3,4-d]pyrimidin-1-yl)ethyl)-4-(3-((4-methylpiperazin-1-yl)methyl)phenyl)-1H-isochromen-1-on Tosylat S(=O)(=O)(O)C1=CC=C(C)C=C1.NC1=C2C(=NC=N1)N(N=C2C=2C=NC=C(C2)O)[C@@H](C)C=2OC(C1=CC=CC=C1C2C2=CC(=CC=C2)CN2CCN(CC2)C)=O